NCCCCCCC(CN[C@@H](CCCCN)C(=O)O)O (4-aminobutyl-2-hydroxybutyl)lysine